(6R)-9,15,15-trifluoro-13-oxa-2,11,17,21,22,25-hexaazapentacyclo[17.5.2.02,6.07,12.022,26]hexacosan FC1CC2[C@H]3CCCN3C3CCN4NCC(CNCC(COC2NC1)(F)F)C4N3